5-(imidazo[1,2-a]pyrimidin-6-yl)-N-(1,4-dioxaspiro[4.5]decan-8-yl)-7H-pyrrolo[2,3-d]pyrimidin-2-amine N=1C=CN2C1N=CC(=C2)C2=CNC=1N=C(N=CC12)NC1CCC2(OCCO2)CC1